OC=1C2=C(N(C(CC1C(=O)OC)=O)CC1=CC(=CC=C1)OC)C=CC=C2 Methyl 5-hydroxy-1-(3-methoxybenzyl)-2-oxo-2,3-dihydro-1H-benzo[b]azepine-4-carboxylate